(1R,5S,6r)-N-Tert-butyl-6-methyl-3-[5-(propan-2-yl)-1H-pyrazol-3-carbonyl]-3-azabicyclo[3.1.0]hexan-6-carboxamid C(C)(C)(C)NC(=O)C1([C@H]2CN(C[C@@H]12)C(=O)C1=NNC(=C1)C(C)C)C